[C@H]1(CC[C@H](CC1)C(=O)O)C(=O)O trans-1,4-Cyclohexanedicarboxylic acid